C1=CC=CC=2C3=CC=CC=C3C(C12)COC(=O)N[C@H](C(=O)O)CC1=CC=C(C=C1)OC (2S)-2-(9H-fluoren-9-ylmethoxycarbonylamino)-3-(4-methoxyphenyl)propanoic acid